2-methoxy-4-(methylcarbamoyl)benzenesulfonyl chloride COC1=C(C=CC(=C1)C(NC)=O)S(=O)(=O)Cl